6-methylene-2-(thiophen-2-yl)-2-(trifluoromethyl)-3,6-dihydro-2H-pyran-4-carboxylic acid methyl ester COC(=O)C=1CC(OC(C1)=C)(C(F)(F)F)C=1SC=CC1